NC1(C=C(N=C(N1)Br)N1N=CC(=C1)O)N1N=CC=C1 1-(6-amino-2-bromo-6-(1H-pyrazol-1-yl)-pyrimidin-4-yl)-1H-pyrazol-4-ol